O[C@H]1[C@@H](O)[C@@H](O)[C@H](O)[C@H](O1)C beta-D-rhamnose